CC1=CC=C(CC1)C(C)C 1-methyl-4-propan-2-yl-cyclohexa-1,3-diene